[Cl-].C(CCCCCCC\C=C/CCCCCCCC)(=O)C([N+](C)(C)CCC)C(CCCCCCC\C=C/CCCCCCCC)=O dioleoyl-propyltrimethylammonium chloride